NS(=O)(=O)N (S)-aminosulfone